[I-].NC1=[N+](C=CC=C1C(NC1=CC=C(C=C1)Br)=O)CC=1C=NC(=CC1)Cl 2-Amino-3-((4-bromophenyl)carbamoyl)-1-((6-chloropyridin-3-yl)methyl)pyridin-1-ium iodide